6-methoxy-N2-(2-methoxyethyl)-N4-(5-(methoxymethyl)-1H-pyrazol-3-yl)-7-(3-(pyrrolidin-1-yl)propoxy)quinazoline-2,4-diamine COC=1C=C2C(=NC(=NC2=CC1OCCCN1CCCC1)NCCOC)NC1=NNC(=C1)COC